NCCC1=CC=C(NC(CCCNC(=O)N2C=CC3=C2N=CN=C3N(C)[C@H]3CN(CC[C@H]3C)C(CC#N)=O)=O)C=C1 N-[4-[4-(2-aminoethyl)anilino]-4-oxo-butyl]-4-[[(3R,4R)-1-(2-cyanoacetyl)-4-methyl-3-piperidyl]-methyl-amino]pyrrolo[2,3-d]pyrimidine-7-carboxamide